BrC1=CC=C(C=C1)N1N=C(C(=C1)C1OC(C(N1CCC1=CC2=C(NC(N2)=O)C=C1)=O)C)C1=NC=C(C=C1)F 2-(1-(4-bromophenyl)-3-(5-fluoropyridin-2-yl)-1H-pyrazol-4-yl)-5-methyl-3-(2-(2-oxo-2,3-dihydro-1H-benzo[d]imidazol-5-yl)ethyl)oxazolidin-4-one